5-(2-(((1S,4s)-4-hydroxy-4-methylcyclohexyl)amino)-4-methoxypyrrolo[2,1-f][1,2,4]triazin-5-yl)pyrazolo[1,5-a]pyridine-3-carboxamide OC1(CCC(CC1)NC1=NN2C(C(=N1)OC)=C(C=C2)C2=CC=1N(C=C2)N=CC1C(=O)N)C